(1R,3S)-cyclohexane-1,3-dicarboxylic acid [C@@H]1(C[C@H](CCC1)C(=O)O)C(=O)O